tert-Butyl 4-[7-(1-methylpyrazol-3-yl)-[1,2,4]triazolo[1,5-a]pyridin-6-yl]-3,6-dihydro-2H-pyridine-1-carboxylate CN1N=C(C=C1)C1=CC=2N(C=C1C=1CCN(CC1)C(=O)OC(C)(C)C)N=CN2